CC=1C=C(C=C(C1N1CCN(CC1)C1CCOCC1)C)C=1C=C2C(=NC1)NC=C2C2=CC=C(C=C2)S(=O)(=N)C 5-(3,5-dimethyl-4-(4-(tetrahydro-2H-pyran-4-yl)piperazin-1-yl)phenyl)-3-(4-(S-methylsulphonimidoyl)phenyl)-1H-pyrrolo[2,3-b]pyridine